6,7-dichloro-1,3-dihydro-1,4-benzodiazepine-2-One ClC1=C(C=CC2=C1C=NCC(N2)=O)Cl